C1(CCC1)NC=1C(=NC=CC1)N1CCN(CC1)[C@H]1CC2(CN(C2)C(=O)OCC)CC1 ethyl (6R)-6-[4-[3-(cyclobutylamino)-2-pyridyl]piperazin-1-yl]-2-azaspiro-[3.4]octane-2-carboxylate